4-amino-2,6-difluorotriazine NC1=NN(NC(=C1)F)F